tert-butyl 2-(2-chlorophenyl)-3-(3-methyl-1-{[2-(trimethylsilyl)ethoxy]methyl}-1H-pyrrolo[2,3-b]pyridin-4-yl)-6,7-dihydropyrazolo[1,5-a]pyrazine-5(4H)-carboxylate ClC1=C(C=CC=C1)C1=NN2C(CN(CC2)C(=O)OC(C)(C)C)=C1C1=C2C(=NC=C1)N(C=C2C)COCC[Si](C)(C)C